4-([1,1'-biphenyl]-3-yl)-2-phenyl-6-(3-(4,4,5,5-tetramethyl-1,3,2-dioxaborolan-2-yl)phenyl)pyrimidine C1(=CC(=CC=C1)C1=NC(=NC(=C1)C1=CC(=CC=C1)B1OC(C(O1)(C)C)(C)C)C1=CC=CC=C1)C1=CC=CC=C1